[NH2+]=C(O)N.F[P-](F)(F)(F)(F)F.[H+] hexafluorophosphoric acid uronium